(2R,3R,4S,5R,6R)-8-(2-chlorophenyl)-2-(hydroxymethyl)-4-(4-(3,4,5-trifluorophenyl)-1H-1,2,3-triazol-1-yl)-1-oxa-8-azaspiro[5.5]undecane-3,5-diol ClC1=C(C=CC=C1)N1C[C@@]2([C@@H]([C@H]([C@H]([C@H](O2)CO)O)N2N=NC(=C2)C2=CC(=C(C(=C2)F)F)F)O)CCC1